O=C(CCCCCCCCCCCCCCCCC)OC(CCCCCCCCCCC(=O)OCCCCCCCCCCCCCC(C)C)CCCCCC isohexadecyl 12-[(1-oxooctadecyl)oxy]octadecanoate